[Si](C)(C)(C(C)(C)C)OC(C)(C)C1=CC(=NC=C1)Cl 4-(2-((tert-butyldimethylsilyl)oxy)propan-2-yl)-2-chloropyridine